ClC1=C(C=C(C=C1OC)OC)N1C(N(C(C=C1C1=C(C=C(C=C1)F)Cl)=O)C)=O 1-(2-chloro-3,5-dimethoxyphenyl)-6-(2-chloro-4-fluorophenyl)-3-methyl-2,4(1H,3H)-pyrimidinedione